C(C1=CC=CC=C1)OC(N=S1(CCNCC1)=O)=O.O=S1(CCN(CC1)C(NC1=CC=CC=C1)=O)=NC(OCC1=CC=CC=C1)=O benzyl (1-oxido-4-(phenylcarbamoyl)thiomorpholin-1-ylidene)carbamate Benzyl-(1-oxidothiomorpholin-1-ylidene)carbamate